ClC=1C(=CC2=C(C[C@@H](O2)C(NCC2=NC(=NN2)C(C(F)(F)F)(C)C)=O)C1)C1=CC=C(CN2CCN(CC2)C(=O)OC(C)(C)C)C=C1 tert-butyl (R)-4-(4-(5-chloro-2-(((3-(1,1,1-trifluoro-2-methylpropan-2-yl)-1H-1,2,4-triazol-5-yl)methyl)carbamoyl)-2,3-dihydrobenzofuran-6-yl)benzyl)piperazine-1-carboxylate